imidazoyl-ethanone N1C(=NC=C1)C(=O)C(C)=O